FC(C1=C(C=CC(=C1)C(F)(F)F)[C@H](C)N1N=CC(=C1)NC(=O)C1=NOC(=C1)C1=NC=CC=C1)(F)F |r| (S) and (R)-N-(1-(1-(2,4-bis(trifluoromethyl)phenyl)ethyl)-1H-pyrazol-4-yl)-5-(pyridin-2-yl)isoxazole-3-carboxamide